NC(C)C1(CCN(CC1)C=1N=CC(=NC1CO)SC1=C(C(=NC=C1)N(C(C(C)(C)O)=O)C)Cl)C N-(4-(5-(4-(1-aminoethyl)-4-methylpiperidin-1-yl)-6-(hydroxymethyl)pyrazin-2-ylsulfanyl)-3-chloropyridin-2-yl)-2-hydroxy-N,2-dimethylpropionamide